N-((4-(2-fluoro-5-(hydroxymethyl)benzofuran-7-yl)pyridin-2-yl)methyl)-2-methylpropan-2-sulfinamide FC=1OC2=C(C1)C=C(C=C2C2=CC(=NC=C2)CNS(=O)C(C)(C)C)CO